2-(4-(6-((4-cyano-2-fluorobenzyl)oxy)pyridin-2-yl)-3-fluorobenzyl)-1-(oxetan-2-ylmethyl)-1H-benzo[d]imidazole-6-carboxylic acid C(#N)C1=CC(=C(COC2=CC=CC(=N2)C2=C(C=C(CC3=NC4=C(N3CC3OCC3)C=C(C=C4)C(=O)O)C=C2)F)C=C1)F